tert-butyl (3R,4R)-4-((3-(2,6-dioxopiperidin-3-yl)-1-methyl-1H-indazol-6-yl) amino)-3-methoxypiperidine-1-carboxylate O=C1NC(CCC1C1=NN(C2=CC(=CC=C12)N[C@H]1[C@@H](CN(CC1)C(=O)OC(C)(C)C)OC)C)=O